tert-butyl (6aR)-3,4-dichloro-1-((S)-2-methyl-3-oxopiperazin-1-yl)-12-oxo-6a,7,9,10-tetrahydro-12H-pyrazino[2,1-c]pyrido[3,4-f][1,4]oxazepine-8(6H)-carboxylate ClC1=C(C2=C(C(N3[C@@H](CO2)CN(CC3)C(=O)OC(C)(C)C)=O)C(=N1)N1[C@H](C(NCC1)=O)C)Cl